1-(difluoromethyl)benzimidazol-5-ol FC(N1C=NC2=C1C=CC(=C2)O)F